(1-(4-(trifluoromethyl)phenyl)ethyl)hydrazinecarboxylic acid tert-butyl ester C(C)(C)(C)OC(=O)N(N)C(C)C1=CC=C(C=C1)C(F)(F)F